aluminum-copper-tin [Sn].[Cu].[Al]